5-[4-(2-methoxyphenyl)-1,3-oxazol-2-yl]-1-(propan-2-yl)-1H-1,2,3-benzotriazole COC1=C(C=CC=C1)C=1N=C(OC1)C1=CC2=C(N(N=N2)C(C)C)C=C1